CN1C(C2(CCNCC2)C2=C3C(=NC=C21)N(C(=C3C3=CC=CC=C3)C=3C=NN(C3)C)S(=O)(=O)C3=CC=CC=C3)=O 6-methyl-2-(1-methyl-1H-pyrazol-4-yl)-1-phenyl-3-(phenylsulfonyl)-3,6-dihydro-7H-spiro[dipyrrolo[2,3-b:3',2'-d]pyridine-8,4'-piperidin]-7-one